C(OCC)(OCOC1=C(C(=CC(=C1)CCC)O)C1C(CCC(=C1)C)C(=C)C)=O ethyl (((6-hydroxy-5'-methyl-2'-(prop-1-en-2-yl)-4-propyl-1',2',3',4'-tetrahydro-[1,1'-biphenyl]-2-yl)oxy)methyl) carbonate